[2-(2-chloro-4-nitrophenyl)ethoxy]acetic acid ClC1=C(C=CC(=C1)[N+](=O)[O-])CCOCC(=O)O